(E)-tris[3-methyl-1-(2-methylphenyl)-5-phenyl-1H-1,2,4-triazole] iridium (III) [Ir+3].CC1=NN(C(=N1)C1=CC=CC=C1)C1=C(C=CC=C1)C.CC1=NN(C(=N1)C1=CC=CC=C1)C1=C(C=CC=C1)C.CC1=NN(C(=N1)C1=CC=CC=C1)C1=C(C=CC=C1)C